acryl-sulfonyl-amide C(=O)(C=C)S(=O)(=O)[NH-]